FC(CC)(F)C=1C=C(C=CC1)NC(=O)C=1N=C(OC1C)C1=CC=C(C=C1)OC N-(3-(1,1-difluoropropyl)phenyl)-2-(4-methoxyphenyl)-5-methyloxazole-4-carboxamide